ClC=1N=C(C2=C(N1)CC(OC2)C2=CC=CC1=CC=CC(=C21)Cl)N2C[C@@H](N([C@@H](C2)C)C(=O)OC(C)(C)C)C tert-butyl (2S,6R)-4-(2-chloro-7-(8-chloronaphthalen-1-yl)-7,8-dihydro-5H-pyrano[4,3-d]pyrimidin-4-yl)-2,6-dimethylpiperazine-1-carboxylate